FC1=C(C=CC(=C1)F)C(C(F)(F)F)N1C(NC2(CC2)C1=O)=O 6-[1-(2,4-difluorophenyl)-2,2,2-trifluoro-ethyl]-4,6-diazaspiro[2.4]heptane-5,7-dione